imino isothiocyanate N(N=C=S)N=C=S